C(#N)C1=NC=C(C(=C1)C1=CC=2N(C=C1)N=C(C2)NC(=O)C2CC2)N2CC(C2)(C(F)(F)F)O N-[5-[2-cyano-5-[3-hydroxy-3-(trifluoromethyl)azetidin-1-yl]-4-pyridyl]pyrazolo[1,5-a]pyridin-2-yl]cyclopropanecarboxamide